(S)-methyl 1-((5-methyl-1H-indazol-7-yl)sulfonyl)azetidine-2-carboxylate CC=1C=C2C=NNC2=C(C1)S(=O)(=O)N1[C@@H](CC1)C(=O)OC